COC=1C=C(C=CC1OCCCN1CCCCC1)NC1=NC=CC(=N1)NC=1C=NC2=CC=C(C=C2C1)C 2-[3-methoxy-4-(3-piperidinopropoxy)phenylamino]-4-(6-methyl-3-quinolylamino)pyrimidine